2-(4-hydroxy-1-methylpiperidin-4-yl)-2-mercaptoacetic acid tert-butyl ester C(C)(C)(C)OC(C(S)C1(CCN(CC1)C)O)=O